N-(5-(((5-(tert-butyl)oxazol-2-yl)methyl)thio)thiazol-2-yl)-1'-((2-(2,4-dioxotetrahydropyrimidin-1(2H)-yl)-1-oxoisoindolin-5-yl)methyl)-[1,4'-bipiperidine]-4-carboxamide C(C)(C)(C)C1=CN=C(O1)CSC1=CN=C(S1)NC(=O)C1CCN(CC1)C1CCN(CC1)CC=1C=C2CN(C(C2=CC1)=O)N1C(NC(CC1)=O)=O